ClC1=CC=C(C=C1)[C@H](CC1=NOC(=N1)C(N1C(NC=C(C1=O)C)=O)([2H])[2H])O 3-({3-[(2S)-2-(4-chlorophenyl)-2-hydroxyethyl]-1,2,4-oxadiazol-5-yl}(2H2)methyl)-5-methyl-1,2,3,4-tetrahydropyrimidine-2,4-dione